(5-chloro-8-hydroxy-3-methyl-1-oxo-7-isochroman-yl)carbonyl-glutamic acid ClC1=C2CC(OC(C2=C(C(=C1)C(=O)N[C@@H](CCC(=O)O)C(=O)O)O)=O)C